1-(4-fluorophenyl)-1H-pyrazole-4-carbaldehyde FC1=CC=C(C=C1)N1N=CC(=C1)C=O